CC1=C(C(=O)NC2(CC2)C2=CC(=CC3=CC=CC=C23)C2=CC(=CN2)C(=O)O)C=C(C=C1)N1CCN(CC1)C 5-(4-(1-(2-methyl-5-(4-methylpiperazin-1-yl)benzamido)cyclopropyl)naphthalen-2-yl)-1H-pyrrole-3-carboxylic acid